[5-bromo-3-((S)-2-hydroxy-1-methyl-ethyl)-2,4-dioxo-3,4-dihydro-2H-pyrimidin-1-yl]-methyl acetate C(C)(=O)OCN1C(N(C(C(=C1)Br)=O)[C@H](CO)C)=O